N-(2-amino-3,5-difluoro-4-iodophenyl)cyclopropanecarboxamide NC1=C(C=C(C(=C1F)I)F)NC(=O)C1CC1